8-Aminooctanoic acid disodium salt [Na+].[Na+].NCCCCCCCC(=O)[O-].NCCCCCCCC(=O)[O-]